CC(CC(CC)O)CC 5-methyl-3-heptanol